3,7-Dimethylocta-1,6-dien-3-yl-(E)-3-(4-methoxyphenyl)acrylat CC(C=C)(CCC=C(C)C)OC(\C=C\C1=CC=C(C=C1)OC)=O